C(C)(C)(C)OC(=O)NC1=NOC2=C1C=C(C=C2)C(=O)O 3-[(tert-butoxycarbonyl)amino]-1,2-benzoxazole-5-carboxylic acid